9-Fluoro-8-[6-fluoro-1-(2-methoxy-ethyl)-1H-indol-4-yl]-1,4,4-trimethyl-6-(trifluoromethyl)-5H-[1,2,4]triazolo[4,3-a]quinoxaline FC=1C(=CC(=C2NC(C=3N(C12)C(=NN3)C)(C)C)C(F)(F)F)C3=C1C=CN(C1=CC(=C3)F)CCOC